ClC=1C(=NC=C(C1)Cl)N1CCN(CC1)CC=1C=C2CN(C(C2=CC1)=O)N1C(NC(CC1)=O)=O 1-(5-((4-(3,5-dichloropyridin-2-yl)piperazin-1-yl)methyl)-1-oxoisoindolin-2-yl)dihydropyrimidine-2,4(1H,3H)-dione